ClC1=C(C=CC(=C1)OCCN1CCNCC1)C=1N(C2=NC=NC(=C2N1)OC1(CC1)C)CC1=NC=CC(=C1)C1CC1 8-(2-chloro-4-(2-(piperazin-1-yl)ethoxy)phenyl)-9-((4-cyclopropylpyridin-2-yl)methyl)-6-(1-methyl-cyclopropoxy)-9H-purine